N1CCC(CC1)C(CO)C 2-(piperidin-4-yl)propan-1-ol